6-bromoimidazo[1,2-a]pyridin-3-amine BrC=1C=CC=2N(C1)C(=CN2)N